COC=1C=C(C=CC1NCC#CC=1N(C2=CC=CC(=C2C1)NC1CCC(CC1)N1CC(CCC1)OC)CC(F)(F)F)S(=O)(=O)N 3-methoxy-4-((3-(4-(((1S,4S)-4-(3-methoxypiperidin-1-yl)cyclohexyl)amino)-1-(2,2,2-trifluoroethyl)-1H-indol-2-yl)prop-2-yn-1-yl)amino)benzenesulfonamide